3-[(3-aminophenyl)methyl]-2-oxo-3,4-dihydro-2H-1,3-benzoxazin-7-yl N,N-dimethylcarbamate CN(C(OC1=CC2=C(CN(C(O2)=O)CC2=CC(=CC=C2)N)C=C1)=O)C